BrC(C(=O)[O-])(O)C.[Ca+2].BrC(C(=O)[O-])(O)C calcium bromolactate